C(C)N1CCC(CC1)C=1C=CC=2N(CC=C(N2)C2=CC=3N(C=C2)C=C(N3)C)C1 7-(1-ethylpiperidin-4-yl)-2-(2-methylimidazo[1,2-a]pyridin-7-yl)-4H-pyrido[1,2-a]pyrimidin